5'-(fluoromethyl)-4-pentyl-2'-(prop-1-en-2-yl)-1',2',3',4'-tetrahydro-[1,1'-Biphenyl]-2,6-diol FCC=1CCC(C(C1)C=1C(=CC(=CC1O)CCCCC)O)C(=C)C